NC([C@H](C[C@H]1C(NCCC1)=O)NC(=O)[C@H](CC(C)(C)C)NC(=O)C=1NC2=CC(=CC(=C2C1)OC)Cl)=O N-[(1S)-1-[[(1S)-2-amino-2-oxo-1-[[(3S)-2-oxo-3-piperidyl]methyl]ethyl]carbamoyl]-3,3-dimethyl-butyl]-6-chloro-4-methoxy-1H-indole-2-carboxamide